3-[2-[3-amino-6-(2-hydroxyphenyl)pyridazin-4-yl]ethyl]-N-methylbicyclo[1.1.1]pentane-1-carboxamide NC=1N=NC(=CC1CCC12CC(C1)(C2)C(=O)NC)C2=C(C=CC=C2)O